CC1=C2C=CC=CC2=NC(=O)N1 Methylquinazolinone